dioleoyl tartrate C(=O)(OC(CCCCCCC\C=C/CCCCCCCC)=O)C(O)C(O)C(=O)OC(CCCCCCC\C=C/CCCCCCCC)=O